3-(4-chlorophenyl)-4-phenyl-N-((2-(trifluoromethyl)phenyl)sulfonyl)-4,5-dihydro-1H-pyrazole-1-carboxamide ClC1=CC=C(C=C1)C1=NN(CC1C1=CC=CC=C1)C(=O)NS(=O)(=O)C1=C(C=CC=C1)C(F)(F)F